O1CCCC2=CC(=CC=C12)CCNC1=CC(=NC=N1)C1=CC(=CS1)OCC 5-[6-(2-Chroman-6-yl-ethylamino)-pyrimidin-4-yl]-3-ethoxy-thiophene